4-[(2R)-3-(3,4-dihydro-1H-isoquinolin-2-yl)-2-hydroxy-propyl]-8-[[3-fluoro-1-(2-hydroxyethyl)-4-piperidinyl]oxy]-2,3-dihydro-1,4-benzoxazepin-5-one C1N(CCC2=CC=CC=C12)C[C@H](CN1CCOC2=C(C1=O)C=CC(=C2)OC2C(CN(CC2)CCO)F)O